5-{(3R)-1-[(R)-((R)-2,2-difluorocyclopropyl)(1H-1,2,4-triazol-5-yl)methyl]-5',6'-dihydrospiro[pyrrolidine-3,4'-pyrrolo[1,2-b]pyrazol]-2'-yl}-3-(trifluoromethyl)pyridin-2-amine FC1([C@H](C1)[C@@H](N1C[C@]2(CCN3N=C(C=C32)C=3C=C(C(=NC3)N)C(F)(F)F)CC1)C1=NC=NN1)F